COC(=O)C1=CC(=C2C(=N1)CCO2)CC2=CC=C(C=C2)OC 7-(4-methoxybenzyl)-2,3-dihydrofuro[3,2-b]pyridine-5-carboxylic acid methyl ester